NC1=CC=C(C=C1)N1C(C=CC1=O)=O N-(4-aminophenyl)-maleimide